5-((2-methyl-6-(1-methyl-5-(((4-(trifluoromethyl)pyrimidin-2-yl)oxy)methyl)-1H-1,2,3-triazol-4-yl)pyridin-3-yl)oxy)octahydropentalene-1-carboxylic acid CC1=NC(=CC=C1OC1CC2CCC(C2C1)C(=O)O)C=1N=NN(C1COC1=NC=CC(=N1)C(F)(F)F)C